N1-((S)-1-(((S)-4-hydroxy-3-oxo-1-((S)-2-oxopiperidin-3-yl)butan-2-yl)amino)-4,4-dimethyl-1-oxopentan-2-yl)-N2-(2-(trifluoromethyl)pyridin-3-yl)oxalamide OCC([C@H](C[C@H]1C(NCCC1)=O)NC([C@H](CC(C)(C)C)NC(C(=O)NC=1C(=NC=CC1)C(F)(F)F)=O)=O)=O